CN1N=C(C2=C(C1=O)C=NC(=C2)C2CN(CCC2)C)N[C@H](C)C=2C=C(C=C(C2)C(F)(F)F)NC(C)=O N-(3-((1R)-1-((3-methyl-7-(1-methylpiperidin-3-yl)-4-oxo-3,4-dihydropyrido[3,4-d]pyridazin-1-yl)amino)ethyl)-5-(trifluoromethyl)phenyl)acetamide